C(C=C)OC1=CC(=C(C=C1)Cl)Cl 4-(allyloxy)-1,2-dichlorobenzene